ClC1=C(C=CC=C1)N1C(N=C(C2=C1N=C(C=C2)C(F)(F)F)NC2(CC2)C)=O 1-(2-chlorophenyl)-4-((1-methylcyclopropyl)amino)-7-(trifluoromethyl)-pyrido[2,3-d]pyrimidin-2(1H)-one